CC1N(CC(N(C1)C=1OC(=CC1)C)=O)C(C=C)=O 5-methyl-1-(5-methyl-2-furyl)-4-prop-2-enoyl-piperazin-2-one